FC=1C=CC(=NC1)NC1=NC=C(C(=O)NC([2H])([2H])[2H])C(=C1)NC1=C(C2=C(C=N1)C=NN2C([2H])([2H])[2H])OC 6-((5-Fluoropyridin-2-yl)amino)-4-((7-methoxy-1-(methyl-d3)-1H-pyrazolo[4,3-c]pyridin-6-yl)amino)-N-(methyl-d3)nicotinamide